4-formylbenzamide tris(2,2,2-trifluoroacetate) FC(C(=O)O)(F)F.FC(C(=O)O)(F)F.FC(C(=O)O)(F)F.C(=O)C1=CC=C(C(=O)N)C=C1